OC[C@@H](\C=C/CCCCC)NC(OC(C)(C)C)=O tert-butyl (R,Z)-(1-hydroxynon-3-en-2-yl)carbamate